C(CC#C)NCC(=O)O 2-(BUT-3-YN-1-YLAMINO)ACETIC ACID